5-(1-(cyclopropylmethyl)piperidin-4-yl)-2-(5-(8-methyl-[1,2,4]triazolo[1,5-a]pyridin-6-yl)-4-(2,2,2-trifluoroethyl)-1H-pyrazol-3-yl)thiazole C1(CC1)CN1CCC(CC1)C1=CN=C(S1)C1=NNC(=C1CC(F)(F)F)C=1C=C(C=2N(C1)N=CN2)C